m-bromophenylacetone BrC=1C=C(C=CC1)CC(C)=O